(3-(2-(2-amino-4-oxo-4,7-dihydro-3H-pyrrolo[2,3-d]pyrimidin-6-yl)ethyl)ureido)-N-(pyridin-2-yl)benzamide NC=1NC(C2=C(N1)NC(=C2)CCNC(NC2=C(C(=O)NC1=NC=CC=C1)C=CC=C2)=O)=O